N1=C(C=CC=C1)C(C)(C1=NC=CC=C1)N1C=CC2=C(C=C(C=C12)C1=CN(C=2C(NC=CC21)=O)C)NC(C)=O N-(1-(1,1-di(pyridin-2-yl)ethyl)-6-(1-methyl-7-oxo-6,7-dihydro-1H-pyrrolo[2,3-c]pyridin-3-yl)-1H-indol-4-yl)acetamide